C(C1=CC=CC=C1)OC1=CC=C(C=C1)[C@H]1[C@@H](C1)C(=O)O (trans)-2-(4-(benzyloxy)phenyl)cyclopropanecarboxylic acid